ClC=1C=CC(=C(C1)CCCO)[C@H]([C@H]1O[C@H]([C@H]2[C@@H]1OC(O2)(C)C)N2C=CC1=C2N=CN=C1C)O 3-[5-chloro-2-[(R)-hydroxy-[(3aR,4R,6R,6aR)-2,2-dimethyl-4-(4-methylpyrrolo[2,3-d]pyrimidin-7-yl)-3a,4,6,6a-tetrahydrofuro[3,4-d][1,3]dioxol-6-yl]methyl]phenyl]propan-1-ol